N-erucyl-trimethylenediamine C(CCCCCCCCCCC\C=C/CCCCCCCC)NCCCN